C1(CC1)[C@](C)(O)C=1C(N(C=CC1)C1=CC(=C(C=C1)C)C1=NNC2=NC(=NC(=C21)C)NC2=NC=C(C=C2F)F)=O (S)-3-(1-cyclopropyl-1-hydroxyethyl)-1-(3-(6-((3,5-difluoropyridin-2-yl)amino)-4-methyl-1H-pyrazolo[3,4-d]pyrimidin-3-yl)-4-methylphenyl)pyridin-2(1H)-one